maleic acid 2-butoxyethyl ester ammonium salt [NH4+].C(CCC)OCCOC(\C=C/C(=O)[O-])=O